C[C@@H]1COCCN1C1=CC(=CC(=N1)NC1=CC=NN1)C(C)(C)S(=O)(=O)C (R)-6-(3-methylmorpholino)-4-(2-(methylsulfonyl)propan-2-yl)-N-(1H-pyrazol-5-yl)pyridin-2-amine